4-aminomethylpropionyl-piperidine NCCCC(=O)C1CCNCC1